[6-(7-methoxy-imidazo[1,2-a]pyridin-3-yl)-pyrimidin-4-yl]-[4-(3-methyl-isoxazol-5-yl)-benzyl]-amine COC1=CC=2N(C=C1)C(=CN2)C2=CC(=NC=N2)NCC2=CC=C(C=C2)C2=CC(=NO2)C